N-(tetrahydrofuran-3-yl)picolinamide boron [B].O1CC(CC1)NC(C1=NC=CC=C1)=O